ClC=1C=C(C=CC1Cl)N1N=C(C=C1C)OCCCCN1CCCC1 1-(3,4-dichlorophenyl)-5-methyl-3-[4-(pyrrolidin-1-yl)butoxy]-1H-pyrazole